1-phenyl-3-methyl-4-o-chlorobenzyl-5-pyrazolone N(4)-ethyl-thiosemicarbazone C(C)NC(NN=C1C(C(=NN1C1=CC=CC=C1)C)CC1=C(C=CC=C1)Cl)=S